C(C(C)N)N propylenediamine